Difluoromethyl-1,3,4-oxadiazole FC(F)C=1OC=NN1